C(C)(C)(C)OC(=O)N1CC(C1)N1N=CC(=C1)C1=NC(=NC(=C1)C(F)(F)F)N1[C@H](CC1)C 3-[4-[2-[(2S)-2-Methylazetidin-1-yl]-6-(trifluoromethyl)pyrimidin-4-yl]pyrazol-1-yl]azetidine-1-carboxylic acid tert-butyl ester